tert-Butyl 1-(1-((5-chloronaphthalen-2-yl)methyl)-3,7-dimethyl-2,6-dioxo-2,3,6,7-tetrahydro-1H-purin-8-yl)ethylcarbamate ClC1=C2C=CC(=CC2=CC=C1)CN1C(N(C=2N=C(N(C2C1=O)C)C(C)NC(OC(C)(C)C)=O)C)=O